(S)-4-(2-chloro-4-(3-(2,2-dioxido-2-thia-6-azaspiro[3.4]octan-6-yl)-2-methylpropyl)phenyl)cyclohexan-1-one ClC1=C(C=CC(=C1)C[C@@H](CN1CC2(CS(C2)(=O)=O)CC1)C)C1CCC(CC1)=O